di(sec-pentyl) ether C(C)(CCC)OC(C)CCC